ClC1=C(C=C(N=N1)N(CC)CC)C1=CC=NC=C1 6-chloro-N,N-diethyl-5-(pyridin-4-yl)pyridazin-3-amine